(S,E)-(2',2-dimethyl-[1,1'-biphenyl]-4-yl)(2-(hydroxymethyl)-4-(methoxyimino)pyrrolidin-1-yl)methanone CC1=C(C=CC=C1)C1=C(C=C(C=C1)C(=O)N1[C@@H](C\C(\C1)=N/OC)CO)C